FC1=C(C=C(C(=C1)C1CC=NN1)F)C 5-(2,5-difluoro-4-tolyl)-4,5-dihydro-1H-pyrazole